Cl.NCCCCCN(C(C1=CC(=C(C=C1)C)N1C(NC(CC1)=O)=O)=O)C N-(5-aminopentyl)-3-(2,4-dioxotetrahydropyrimidin-1(2H)-yl)-N,4-dimethylbenzamide hydrochloride